OCC=1CC2C(C(OC=3C=C(C=C(C23)O)C(C)(CCCCCC)C)(C)C)CC1 9-(Hydroxymethyl)-6,6-dimethyl-3-(2-methyloctan-2-yl)-6a,7,10,10a-tetrahydrobenzo[c]chromen-1-ol